2-(6-bromo-7-methoxy-2-(piperidin-1-yl)quinolin-3-yl)pyrrolidine-1-carboxylic acid tert-butyl ester C(C)(C)(C)OC(=O)N1C(CCC1)C=1C(=NC2=CC(=C(C=C2C1)Br)OC)N1CCCCC1